(R)-2-((8-((1-Acetylazetidin-3-yl)oxy)-5-(2-azidopropan-2-yl)isoquinolin-3-yl)amino)-7,7,8-trimethyl-7,8-dihydro-5H-pyrano[4,3-b]pyridin-5-one C(C)(=O)N1CC(C1)OC=1C=CC(=C2C=C(N=CC12)NC1=CC=C2C(=N1)[C@H](C(OC2=O)(C)C)C)C(C)(C)N=[N+]=[N-]